C(C)C=1C=C2CCNCC2=CC1NC1=NC=C(C(=N1)C1=CC2=C(C(N(CCS2(=O)=O)C)=O)S1)C(F)(F)F 7-(2-((6-ethyl-1,2,3,4-tetrahydroisoquinolin-7-yl)amino)-5-(trifluoromethyl)pyrimidin-4-yl)-4-methyl-3,4-dihydrothieno[2,3-f][1,4]thiazepin-5(2H)-one 1,1-dioxide